CC1(C(CC2=CC=CC=C12)NC1=CC=C(C=C1)[C@@H](C(F)(F)F)N(C(CCCS(NC)(=O)=O)=O)C)C N-((1S)-1-(4-((1,1-dimethyl-2,3-dihydro-1H-inden-2-yl)amino)phenyl)-2,2,2-trifluoroethyl)-N-methyl-4-(N-methylsulfamoyl)butanamide